N-(2-(dimethylamino)ethyl)-3-(8-formyl-7-hydroxy-6-methoxy-2-methyl-4-oxo-4H-chromen-3-yl)propanamide hydrochloride Cl.CN(CCNC(CCC1=C(OC2=C(C(=C(C=C2C1=O)OC)O)C=O)C)=O)C